4-[2-(methoxycarbonyl)pyrrolidin-1-yl]pyridine-2-carboxylic acid COC(=O)C1N(CCC1)C1=CC(=NC=C1)C(=O)O